O=C(CC(=O)O)OCC(CCCCC)CCCCC 3-oxo-3-[(2-Pentylheptyl)oxy]propanoic acid